p-Hydroxymethylthioanisole OCC1=CC=C(C=C1)SC